6-[(5S)-5-(2-aminoethyl)-2-oxo-oxazolidin-3-yl]-4H-pyrazino[2,3-b][1,4]oxazin-3-one NCC[C@H]1CN(C(O1)=O)C1=NC2=C(OCC(N2)=O)N=C1